tetrabenzocyclooctane C1=CC=CC2=C3C(=C4C(=C5C(=C21)C=CC=C5)C=CC=C4)C=CC=C3